[Sn].ClC1CN(CCN1)C.ClC1CN(CCN1)C bis(3-chloro-N-methylpiperazine) tin